5-fluoro-N-(4-(4-(3-(2-hydroxy-2-methylpropyl)-1-methylureido)bicyclo[2.2.2]octan-1-yl)phenyl)isoindoline-2-carboxamide FC=1C=C2CN(CC2=CC1)C(=O)NC1=CC=C(C=C1)C12CCC(CC1)(CC2)N(C(=O)NCC(C)(C)O)C